(S)-N-((R)-5-bromo-2,2-dimethyl-2,3-dihydro-1H-inden-1-yl)-2-methylpropan-2-sulfinamide BrC=1C=C2CC([C@H](C2=CC1)N[S@@](=O)C(C)(C)C)(C)C